NC1=NC=CC(=C1N)C=1SC(=CC1)CC1=CC=CC=C1 2,3-diamino-4-(5-benzylthiophen-2-yl)pyridine